C(C1(CNCCC1)O)([2H])([2H])[2H] 3-(methyl-d3)piperidin-3-ol